(1S,3S)-3-((6-(5-((3-(Cyclobutylmethyl)-3-Methylureido)Methyl)-1-Methyl-1H-1,2,3-Triazol-4-yl)-2-Methylpyridin-3-yl)oxy)Cyclohexanecarboxylic Acid C1(CCC1)CN(C(NCC1=C(N=NN1C)C1=CC=C(C(=N1)C)O[C@@H]1C[C@H](CCC1)C(=O)O)=O)C